8-Oxa-2-aza-spiro[4.5]decane-2-carboxylic acid [4-methoxy-7-(2-methyl-thiazol-4-yl)-thiazolo[4,5-c]pyridin-2-yl]-amide COC1=NC=C(C2=C1N=C(S2)NC(=O)N2CC1(CC2)CCOCC1)C=1N=C(SC1)C